C(C)OC(CC1(C(=NNC1=O)C)NO)=O [4-(hydroxyamino)-3-methyl-5-oxo-4,5-dihydro-1H-pyrazol-4-yl]acetic acid ethyl ester